N-methyloxazole-2-carboxamide CNC(=O)C=1OC=CN1